C1(=CC=C(C=C1)[C@@]1(CC[C@@]2([C@H]3C[C@@H]([C@@]4([C@H](CC[C@H]4[C@@H]3CC[C@@H]2C1F)[C@@H](CCC(=O)O)C)C)OC(C)=O)C)O)C1=CC=CC=C1 (4R)-4-((3R,5S,8R,9S,10R,12S,13R,14S,17R)-3-([1,1'-biphenyl]-4-yl)-12-acetoxy-4-fluoro-3-hydroxy-10,13-dimethylhexadecahydro-1H-cyclopenta[a]phenanthren-17-yl)pentanoic acid